bis[4,6-difluorophenyl]-phenylpyridine FC1=CC=C(C(=C1)F)C1=C(C(=NC=C1)C1=CC=CC=C1)C1=CC=C(C=C1F)F